butyl (1,1,2,2-tetrafluoroethyl) ether FC(C(F)F)(F)OCCCC